rac-cis-1-(3-chlorophenyl-ethyl)-2-methyl-4-((4-(methylsulfonyl)phenoxy)methyl)pyrrolidine ClC=1C=C(C=CC1)CCN1[C@H](C[C@H](C1)COC1=CC=C(C=C1)S(=O)(=O)C)C |r|